(R)-(+)-2-(t-butoxycarbonylamino)-3-phenyl-1-propanol C(C)(C)(C)OC(=O)N[C@@H](CO)CC1=CC=CC=C1